C(C)(C)(C)C1=CC(=NC=C1)C=1NC2=CC=C(C(=C2C1)F)SC(C(=O)O)(C)C 2-((2-(4-(tert-Butyl)pyridin-2-yl)-4-fluoro-1H-indol-5-yl)thio)-2-methylpropanoic acid